4-(3-(difluoromethyl)-5-fluorophenyl)-3,5-dimethylisoxazole FC(C=1C=C(C=C(C1)F)C=1C(=NOC1C)C)F